C1COCCN1CC(CO)O 3-(N-morpholino)-1,2-propanediol